dichloromethan ClCCl